ClC=1C2=CN(N=C2C=CC1SC=1N=CC(=NC1)N1CCC2(CCN(CC2NC(OC(C)(C)C)=O)C2=NC=C(C=N2)Cl)CC1)C tert-butyl (9-(5-((4-chloro-2-methyl-2H-indazol-5-yl)thio)pyrazin-2-yl)-3-(5-chloropyrimidin-2-yl)-3,9-diazaspiro[5.5]undec-1-yl)carbamate